6-((3-((4-hydroxyphenyl)diazenyl)benzyl)oxy)-9H-purin-2-amine OC1=CC=C(C=C1)N=NC=1C=C(COC2=C3N=CNC3=NC(=N2)N)C=CC1